C(C)C1=C(C=CC=C1)C1=NN=C2N1CCN(C2)C(=O)OCC2=CC=CC=C2 benzyl 3-(2-ethylphenyl)-5,6-dihydro-[1,2,4]triazolo[4,3-a]pyrazine-7(8H)-carboxylate